2-(2-((2-(2,6-dioxopiperidine-3-yl)-1-oxoisoindoline-4-yl)amino)ethoxy)acetic acid O=C1NC(CCC1N1C(C2=CC=CC(=C2C1)NCCOCC(=O)O)=O)=O